CN1N=CC(=C1)N(S(=O)(=O)NC(=O)NC=1C2=C(SC1C(C)C)CCC2)[C@H]2CN(CCC2)C 1-[(1-Methyl-1H-pyrazol-4-yl)[(3R)-1-methylpiperidin-3-yl]sulfamoyl]-3-[2-(propan-2-yl)-4H,5H,6H-cyclopenta[b]thiophen-3-yl]urea